BrC1=C(C(=CC=C1)CBr)OC 1-bromo-3-(bromomethyl)-2-methoxybenzene